N-(4-(pyrrolidin-1-ylmethyl)pyridin-2-yl)-6-(4H-1,2,4-triazol-4-yl)-benzo[d]thiazol-2-amine N1(CCCC1)CC1=CC(=NC=C1)NC=1SC2=C(N1)C=CC(=C2)N2C=NN=C2